phenyl-1,3,2-dioxaborolan C1(=CC=CC=C1)B1OCCO1